6-(2-hydroxy-2-methylpropoxy)-4-(6-(6-((1r,3r)-3-methoxycyclobutane-1-carbonyl)-3,6-diazabicyclo[3.1.1]heptan-3-yl)pyridin-3-yl)pyrazolo[1,5-a]pyridine-3-carbonitrile OC(COC=1C=C(C=2N(C1)N=CC2C#N)C=2C=NC(=CC2)N2CC1N(C(C2)C1)C(=O)C1CC(C1)OC)(C)C